[Si](C)(C)(C(C)(C)C)OCCCOC1=NN(C=C1[N+](=O)[O-])C=1C(=NC=C(C1)F)OC 3-(3-(3-((tert-butyldimethylsilyl)oxy)propoxy)-4-nitro-1H-pyrazol-1-yl)5-fluoro-2-methoxypyridine